C(#N)C1=C(C(=CC=C1)C1CC2(COC2)C1)NC(=O)N1CCC(CC1)(C)C1=NOC(=N1)[C@H]1[C@H](C1)F N-(2-cyano-6-(2-oxaspiro[3.3]heptan-6-yl)phenyl)-4-(5-((1S,2S)-2-fluorocyclopropyl)-1,2,4-oxadiazol-3-yl)-4-methylpiperidine-1-carboxamide